6-(2-ethoxyphenyl)-N-[(3R)-1-methylpyrrolidin-3-yl]pyridine-2-carboxamide C(C)OC1=C(C=CC=C1)C1=CC=CC(=N1)C(=O)N[C@H]1CN(CC1)C